4-[3-(1-Naphthylamino)propyl]morpholine C1(=CC=CC2=CC=CC=C12)NCCCN1CCOCC1